6-bromo-2-(3,3-difluoroazetidine-1-carbonyl)-1H-indole BrC1=CC=C2C=C(NC2=C1)C(=O)N1CC(C1)(F)F